Diphosphorate P(=O)([O-])([O-])OP(=O)([O-])[O-]